CNC(=O)C1=NC=CC(=C1)C1=NC(=CC(=C1)C1=C(C=CC(=C1)NC(=O)C=1N=NC=C(C1)C(F)(F)F)C)C N,6-dimethyl-4-(2-methyl-5-(5-(trifluoromethyl)pyridazine-3-carboxamido)phenyl)-[2,4'-bipyridine]-2'-carboxamide